C(=O)O.ClC=1N=C(N2C1C(=CC(=C2)S(=O)(=O)NC2(CC2)C)N2CC1(C2)CNC1)C=1SC(=NN1)C(F)F 1-chloro-3-(5-(difluoromethyl)-1,3,4-thiadiazol-2-yl)-N-(1-methylcyclopropyl)-8-(2,6-diazaspiro[3.3]heptan-2-yl)imidazo[1,5-a]pyridine-6-sulfonamide formate